fluorenylmethoxycarbonyl-cystine C1(=CC=CC=2C3=CC=CC=C3CC12)COC(=O)C([C@@H](C(=O)O)N)SSC[C@@H](C(=O)O)N